BrC=1C=C(C=CC1)[C@@H](C)O (R)-1-(3-bromophenyl)ethanol